boron Lithium salt [Li].[B]